CC1=CC(=NN1C1=CC=C(C=C1)CN)C(F)(F)F (4-(5-methyl-3-(trifluoromethyl)-1H-pyrazol-1-yl)phenyl)methanamine